5-(3-(1-((1R,3S,4S,5S)-4-fluoro-1-methyl-9-azabicyclo[3.3.1]nonan-3-yl)vinyl)-1,2,4-triazin-6-yl)-2-(1H-imidazol-1-yl)pyridin-4-ol F[C@H]1[C@@H](C[C@]2(CCC[C@@H]1N2)C)C(=C)C=2N=NC(=CN2)C=2C(=CC(=NC2)N2C=NC=C2)O